OC1=NC(=NC=C1C(=O)N/N=C/C1CCOCC1)C1=NC=CC=C1 (E)-4-hydroxy-2-(pyridin-2-yl)-N'-((tetrahydro-2H-pyran-4-yl)methylene)pyrimidine-5-carbohydrazide